C(#C)[Si](C(C)C)(C(C)C)C(C)C ethynyl-tris(prop-2-yl)silane